1-(6-chloropyridin-3-yl)cyclopropanecarboxylic acid ClC1=CC=C(C=N1)C1(CC1)C(=O)O